(2S,3S,4R,5R)-3-((tert-butyldimethylsilyl)oxy)-5-(2,4-dioxo-3,4-dihydropyrimidin-1(2H)-yl)-4-methoxy-tetrahydrofuran-2-carbaldehyde [Si](C)(C)(C(C)(C)C)O[C@@H]1[C@H](O[C@H]([C@@H]1OC)N1C(NC(C=C1)=O)=O)C=O